NC(COC=1C=CC(=C(C(=O)NC2(CC2)C2=CC=CC3=CC=CC=C23)C1)C)C(C)(C)C 5-(2-Amino-3,3-dimethylbutoxy)-2-methyl-N-(1-(naphthalen-1-yl)cyclopropyl)benzamide